CS(=O)(=O)O.CN1CCN(CC1)CC1=C(C=C(C(=O)NC=2C=NC(=C(C2)NC2=NC=CC(=N2)C=2C=NC=CC2)C)C=C1)C(F)(F)F 4-[(4-methyl-1-piperazinyl)methyl]-N-[6-methyl-5-[[4-(3-pyridinyl)-2-pyrimidinyl]amino]pyridin-3-yl]-3-(trifluoromethyl)-benzamide methanesulfonate